[NH3+]C1[NH2+]CCC1 2-ammoniopyrrolidin-1-ium